B(O)(O)C1=C(C=C(C(=O)NCCCCCN(CC(=O)O)C(C2=CC(=C(C=C2)B(O)O)F)=O)C=C1)F N-(5-(4-borono-3-fluorobenzamido)pentyl)-N-(4-borono-3-fluorobenzoyl)glycine